FC=1C=C(C=NC1)SC1=CC=C(C(=O)OC)C=C1 methyl 4-[(5-fluoro-3-pyridyl)sulfanyl]benzoate